29-hydroxytetratriaconta-16,19,22,27,31-pentaen-25-ynoate OC(C=CC#CCC=CCC=CCC=CCCCCCCCCCCCCCCC(=O)[O-])CC=CCC